ClC=1C=C(C=CC1F)NC(N(CC=1N=CSC1)[C@H](C)C1=CNC(C2=CC=CC=C12)=O)=O |r| Racemic-3-(3-chloro-4-fluorophenyl)-1-(1-(1-oxo-1,2-dihydroisoquinolin-4-yl)ethyl)-1-(thiazol-4-ylmethyl)urea